(2R,3aS,6S,6aR)-6-((2-amino-3-bromoquinolin-7-yl)oxy)-2-(4-(methylamino)-7H-pyrrolo[2,3-d]pyrimidin-7-yl)hexahydro-3aH-cyclopenta[b]furan-3,3a-diol NC1=NC2=CC(=CC=C2C=C1Br)O[C@H]1CC[C@]2([C@@H]1O[C@H](C2O)N2C=CC1=C2N=CN=C1NC)O